BrC=1C=C2N(N=CC(=C2NC2CCN(CC2)S(=O)(=O)C)C(=NC2=C(C=C(C=C2)O[Si](C)(C)C(C)(C)C)CC)N)C1 6-bromo-N'-[4-[tert-butyl(dimethyl)silyl]oxy-2-ethyl-phenyl]-4-[(1-methylsulfonyl-4-piperidyl)amino]pyrrolo[1,2-b]pyridazine-3-carboxamidine